(2,5-bis((phenylamino)methylene)cyclopentylidene)-N-phenyl-ammonium tetrafluoroborate F[B-](F)(F)F.C1(=CC=CC=C1)NC=C1C(C(CC1)=CNC1=CC=CC=C1)=[NH+]C1=CC=CC=C1